S1C(=CC=C1)CC(C)=O 1-(thiophen-2-yl)propan-2-one